methyl 4-sulfanylbenzoate SC1=CC=C(C(=O)OC)C=C1